7-formyl-3,3-dimethyl-N-{3-[(1s,3s)-3-(cyanomethyl)-1-(4-methyl-1,2,4-triazol-3-yl)cyclobutyl]phenyl}-1H,2H-pyrrolo[3,2-b]pyridine-5-carboxamide C(=O)C1=C2C(=NC(=C1)C(=O)NC1=CC(=CC=C1)C1(CC(C1)CC#N)C1=NN=CN1C)C(CN2)(C)C